N1(CCCC1)CCC[Si](OCC)(OCC)OCC 3-(1-pyrrolidinyl)propyl(triethoxy)silane